3-bromo-6,7-dihydro-5H-pyrazolo[5,1-b][1,3]oxazine-2-carboxylic acid ethyl ester C(C)OC(=O)C1=NN2C(OCCC2)=C1Br